CC(C(C#N)(Br)Br)CC methyldibromovaleronitrile